C(CCC)C1=NC=CN1CC (1-butyl)-3-ethylimidazole